NC12CCC(CC1)(CC2)C#N 4-aminobicyclo[2.2.2]octane-1-carbonitrile